[3-(3,5-Difluorophenyl)-2,7-dimethyl-5,7-dihydro-4H-pyrazolo[3,4-c]pyridin-6-yl]-(2-pyrrolidin-3-yl-1,2,4-triazol-3-yl)methanone FC=1C=C(C=C(C1)F)C=1N(N=C2C(N(CCC21)C(=O)C=2N(N=CN2)C2CNCC2)C)C